2-((4-((S)-3-(4-chloro-2-fluorophenyl)-2,3-diHydrobenzo[b][1,4]dioxin-5-yl)piperidin-1-yl)methyl)-4-fluoro-1-(((S)-oxetan-2-yl)Methyl)-1H-benzo[d]imidazole-6-carboxylic acid ClC1=CC(=C(C=C1)[C@@H]1OC2=C(OC1)C=CC=C2C2CCN(CC2)CC2=NC1=C(N2C[C@H]2OCC2)C=C(C=C1F)C(=O)O)F